BrC1=C(C=CC=C1)N1CCN(CC1)C(=O)OC(C)(C)C 4-(bromophenyl)-1-t-butoxycarbonyl-piperazine